[N+](=O)([O-])C=1C=C(C=CC1)C=C1C=C(C(C(=C1)C(C)(C)C)=O)C(C)(C)C 4-(3-nitrophenyl)methylene-2,6-di-tert-butyl-2,5-cyclohexadien-1-one